SC(C(=O)OCCCCCCCC)C n-octyl mercaptopropionate